2-[3-(1-acetylpiperidin-4-yl)-5'-fluoro-1'-methyl-1H,1'H-[4,6'-biindazol]-1-yl]-N-{[(2H-1,2,3,4-tetrazol-5-yl)carbamoyl]methyl}acetamide C(C)(=O)N1CCC(CC1)C1=NN(C=2C=CC=C(C12)C1=C(C=C2C=NN(C2=C1)C)F)CC(=O)NCC(NC=1N=NNN1)=O